COC1=C(C=NC(=C1)N1CCOCC1)C(=O)O 4-methoxy-6-(morpholin-4-yl)pyridine-3-carboxylic acid